Cl.Cl.CN(CCCNC(CC)=O)C N-(3-(dimethylamino)propyl)propionamide dihydrochloride